diPropylene glycol dimethyl ether COC(C)COC(C)COC